C(C)N1C2=C(C=CC1=O)NC=C2C2=C(C(=NC(=C2)C)OC2CCC(CC2)C(F)(F)F)F rel-4-ethyl-3-(3-fluoro-6-methyl-2-{[(1r,4r)-4-(trifluoromethyl)-cyclohexyl]oxy}pyridin-4-yl)-1H,4H,5H-pyrrolo[3,2-b]pyridin-5-one